C(C)(C)(C)C1=CC=C(CSC=2C(=NC(=CC2)Cl)C=2N(C=C(N2)C2=CC=CC=C2)C)C=C1 3-((4-(tertiary butyl)benzyl)thio)-6-chloro-2-(1-methyl-4-phenyl-1H-imidazol-2-yl)pyridine